7-(1H-Indazol-5-yl)-6-(m-tolyl)-2,3-dihydropyrazolo[5,1-b]oxazole N1N=CC2=CC(=CC=C12)C=1C(=NN2C1OCC2)C=2C=C(C=CC2)C